C1=C(NN=C1)C(=O)O Pyrazolic acid